[2H]CCSC=1C=C(C=C(C1[N+](=O)[O-])C)C1NCCC2=CC(=CC=C12)F (3-(deuteroethylthio)-5-methyl-4-nitrophenyl)-6-fluoro-1,2,3,4-tetrahydroisoquinoline